BrC=1C=2N(C=CC1)C(=C(N2)C#CCNC2=C(C=C(C(=O)NC)C=C2)OCCOC)SC(F)(F)F 4-[(3-{8-bromo-3-[(trifluoromethyl)sulfanyl]imidazo[1,2-a]pyridin-2-yl}prop-2-yn-1-yl)amino]-3-(2-methoxyethoxy)-N-methylbenzamide